N-(1-(azetidin-1-ylmethyl)cyclopropyl)-2-methyl-2-(6-(trifluoromethyl)pyridin-2-yl)propanamide N1(CCC1)CC1(CC1)NC(C(C)(C1=NC(=CC=C1)C(F)(F)F)C)=O